(S)-N-((1-isopropylpyrrolidin-2-yl)methyl)-10-methyl-1-oxo-2-(pyridin-3-yl)-1,2-dihydropyrazino[1,2-a]indole-4-carboxamide C(C)(C)N1[C@@H](CCC1)CNC(=O)C1=CN(C(C=2N1C=1C=CC=CC1C2C)=O)C=2C=NC=CC2